N1CC(=CCC1)C=1C=NSC1 4-(1,2,5,6-tetrahydropyridin-3-yl)isothiazole